2-acetamido-2-deoxy-α-D-glucose C(C)(=O)N[C@H]1[C@@H](O)O[C@@H]([C@H]([C@@H]1O)O)CO